C1(=CC=CC=C1)[C@]1(CNC2(CC2)CC1)NS(=O)(=O)C1=CC=C(C=C1)OC(F)(F)F (R)-N-(6-phenyl-4-azaspiro[2.5]oct-6-yl)-4-(trifluoromethoxy)benzenesulfonamide